2-(5-phenyl-1,3,4-thiadiazol-2-yl)benzo[d]isothiazol-3(2H)-one C1(=CC=CC=C1)C1=NN=C(S1)N1SC2=C(C1=O)C=CC=C2